2-(2-thienyl-sulfonyl)-4,6-dihydropyrrolo[3,4-c]Pyrazole-5-carboxylic acid tert-butyl ester C(C)(C)(C)OC(=O)N1CC2=NN(C=C2C1)S(=O)(=O)C=1SC=CC1